1-(6-Butyl-3-(4-(2-Methoxyethoxy)Phenyl)Pyrazin-2-yl)Piperidine-4-carboxylic acid C(CCC)C1=CN=C(C(=N1)N1CCC(CC1)C(=O)O)C1=CC=C(C=C1)OCCOC